FC(C=1C=C(C=C(C1)C(F)(F)F)N(C(=O)N([C@@H]1CN(C[C@H]1C1=C(C=C(C=C1)F)C)C(=O)OC(C)(C)C)C)C)(F)F tert-butyl (3S,4R)-3-[{[3,5-bis(trifluoromethyl)phenyl](methyl)carbamoyl}(methyl)amino]-4-(4-fluoro-2-methylphenyl)pyrrolidine-1-carboxylate